4-iodo-2,6-diisopropyl-aniline IC1=CC(=C(N)C(=C1)C(C)C)C(C)C